Isopropyl (3S)-6-fluoro-4-{[1-(methoxymethyl)cyclopropyl]carbonyl}-3-methyl-3,5-dihydro-2H-1,4-benzoxazepine-8-carboxylate FC1=CC(=CC2=C1CN([C@H](CO2)C)C(=O)C2(CC2)COC)C(=O)OC(C)C